COC=1C=CC=2N(C1)N=C(C2)C2=C1C=C(N=CC1=C(N=C2)NC)NC(=O)C2CC2 N-(5-(6-methoxypyrazolo[1,5-a]pyridin-2-yl)-8-(methylamino)-2,7-naphthyridin-3-yl)cyclopropanecarboxamide